N1N=C(C2=CC=CC=C12)C1CN(CCC1)CC1=C(C=CC=C1)O 2-{[3-(1H-Indazol-3-yl)piperidin-1-yl]methyl}phenol